NC1=C(C=2C=C(C=3N(C2N1C1=C(C(=CC=C1C)OC)C)C=CN3)C)C(=O)N 2-Amino-1-(3-methoxy-2,6-dimethylphenyl)-5-methyl-1H-imidazo[1,2-a]pyrrolo[3,2-e]pyridine-3-carboxamide